N-(3-(N-(tert-butyl)sulfamoyl)phenyl)-6-(((1R,2R)-2-hydroxycyclopentyl)amino)-2-(6-azaspiro[2.5]octan-6-yl)nicotinamide C(C)(C)(C)NS(=O)(=O)C=1C=C(C=CC1)NC(C1=C(N=C(C=C1)N[C@H]1[C@@H](CCC1)O)N1CCC2(CC2)CC1)=O